COC=1C=C(C=C2N(C(C=3N(C12)C=CN3)=O)C=3C(=NC=CC3)C)C(F)(F)F 9-Methoxy-5-(2-methylpyridin-3-yl)-7-(trifluoromethyl)imidazo[1,2-a]Quinoxaline-4(5H)-on